C(#C)C1=CC(=C(S1)C)OB(O)O (5-ethynyl-2-methylthiophene-3-yl)boric acid